ClC1=C(C=CC=C1)C1(CC1)/C(/N)=N/O (Z)-1-(2-chlorophenyl)-N'-hydroxycyclopropane-1-carboximidamide